ClC=1C(=CC=C2N=CC(=NC12)C=1C=NN(C1)C1N(CCCC1)C(=O)NC)OC=1C=CC2=C(NC(=N2)C)C1 (4-(8-chloro-7-((2-methyl-1H-benzo[d]imidazol-6-yl)oxy)quinoxalin-2-yl)-1H-pyrazol-1-yl)-N-methylpiperidine-1-carboxamide